BrC1=CC2=C(C3=CC=CC=C3C(=C2C=C1)OCCC)OCCC 2-bromo-9,10-bis(n-propyloxy)anthracene